FC1=C(C(=CC=C1)C)C1=CC2=C(N=C(S2)NC(=O)[C@@H]2[C@@H](C2)CO)C=C1 (1s,2r)-N-(6-(2-fluoro-6-methylphenyl)benzo[d]thiazol-2-yl)-2-(hydroxymethyl)cyclopropane-1-carboxamide